N-[5-fluoro-4-(methoxymethyl)-2-methylpyridin-3-yl]prop-2-enamide FC=1C(=C(C(=NC1)C)NC(C=C)=O)COC